3-((2-methylimidazo[1,2-a]pyridine-3-carboxamido)methyl)-4,5-dihydroisoxazole-5-carboxamide CC=1N=C2N(C=CC=C2)C1C(=O)NCC1=NOC(C1)C(=O)N